2-fluoro-3-(N-(prop-2-yn-1-yl)benzamido)benzoyl chloride FC1=C(C(=O)Cl)C=CC=C1N(C(C1=CC=CC=C1)=O)CC#C